9-fluoro-3,4-dihydrobenzo[f][1,4]oxazepin-5(2H)-one FC1=CC=CC=2C(NCCOC21)=O